C(C)(C)(C)NC([C@@H](C)N(C)C=1C2=C(N=C(N1)Cl)CCC2)=O (2R)-N-tert-butyl-2-({2-chloro-5H,6H,7H-cyclopenta[d]pyrimidin-4-yl}(methyl)amino)propanamide